2-methyl-3-(trifluoromethylsulfonyloxy)-5,7-dihydro-4H-pyrazolo[3,4-C]pyridine-6-carboxylic acid tert-butyl ester C(C)(C)(C)OC(=O)N1CC=2C(CC1)=C(N(N2)C)OS(=O)(=O)C(F)(F)F